6-[7-[4-fluoro-2-(2-methoxyethoxy)phenyl]-6-[1-(1-prop-2-enylazetidin-3-yl)pyrazol-4-yl]thieno[3,2-c]pyridin-4-yl]-3,4-dihydro-1H-isoquinoline-2-carboxylic acid tert-butyl ester C(C)(C)(C)OC(=O)N1CC2=CC=C(C=C2CC1)C1=NC(=C(C2=C1C=CS2)C2=C(C=C(C=C2)F)OCCOC)C=2C=NN(C2)C2CN(C2)CC=C